6-Bromo-8-chloro-N-(2,2-difluorobenzo[d][1,3]dioxolan-5-yl)quinolin-2-amine BrC=1C=C2C=CC(=NC2=C(C1)Cl)NC1=CC2=C(OC(O2)(F)F)C=C1